2-(1-(5-oxo-6,7-dihydro-5H-cyclopenta(d)pyrimidin-2-yl)piperidin-4-yl)acetic Acid O=C1CCC=2N=C(N=CC21)N2CCC(CC2)CC(=O)O